(2S,4R)-N-[(S)-(5-cyclopropyl-6-fluoropyridin-2-yl)(phenyl)methyl]-1-[2-(6-ethoxy-5-methylpyridin-3-yl)acetyl]-4-fluoropyrrolidine-2-carboxamide C1(CC1)C=1C=CC(=NC1F)[C@@H](NC(=O)[C@H]1N(C[C@@H](C1)F)C(CC=1C=NC(=C(C1)C)OCC)=O)C1=CC=CC=C1